FC(OC=1C(=NC=C(C1)C)NC(=O)C1(CN(C1)C(CC1(CCC1)C(=O)O)=O)C1=C(C=CC=C1)C(C)C)F 1-(2-(3-((3-(difluoromethoxy)-5-methylpyridin-2-yl)carbamoyl)-3-(2-isopropylphenyl)azetidin-1-yl)-2-oxoethyl)cyclobutane-1-carboxylic acid